[(4S)-1-[[3-[[(1S)-indan-1-yl]carbamoyl]phenyl]methyl]-4-isopropyl-4-methyl-6-oxo-hexahydropyrimidin-2-ylidene]ammonium [C@@H]1(CCC2=CC=CC=C12)NC(=O)C=1C=C(C=CC1)CN1C(N[C@](CC1=O)(C)C(C)C)=[NH2+]